O1C(=CC2=C1C=CC=C2)C2=CN(C1=CC=C(C=C21)C(=O)NC2=CC(=C(C=C2)CN2CCN(CC2)C)C(F)(F)F)C 3-(benzofuran-2-yl)-1-methyl-N-(4-((4-methylpiperazin-1-yl)methyl)-3-(trifluoromethyl)phenyl)-1H-indole-5-carboxamide